1-(1-(3-(2-aminopyrimidin-5-yl)-5-chloro-2-methoxy-4-methylphenyl)ethyl)-3-methyl-1H-pyrazolo[3,4-d]pyrimidin NC1=NC=C(C=N1)C=1C(=C(C=C(C1C)Cl)C(C)N1N=C(C=2C1=NC=NC2)C)OC